(R)-N-tert-butoxycarbonyl-3-[4-amino-3-(4-phenoxyphenyl)-1H-pyrazolo[3,4-d]pyrimidin-1-yl]piperidine C(C)(C)(C)OC(=O)N1C[C@@H](CCC1)N1N=C(C=2C1=NC=NC2N)C2=CC=C(C=C2)OC2=CC=CC=C2